NC1=NC=2C=NC(=CC2C2=C1COC2)C(=O)N2C(CC[C@@H](C2)C)C=2C=C1C3(C(NC1=CC2)=O)CCC3 5'-((5S)-1-(4-amino-1,3-dihydrofurano[3,4-c][1,7]naphthyridine-8-carbonyl)-5-methylpiperidin-2-yl)spiro[cyclobutane-1,3'-indolin]-2'-one